(2R,3S)-N-((3S)-5-(5-chloro-2-pyridinyl)-9-methoxy-2-oxo-2,3-dihydro-1H-1,4-benzodiazepin-3-yl)-2,3-bis(3,3,3-trifluoropropyl)succinamide ClC=1C=CC(=NC1)C1=N[C@@H](C(NC2=C1C=CC=C2OC)=O)NC([C@@H]([C@@H](C(=O)N)CCC(F)(F)F)CCC(F)(F)F)=O